C(C=C)(=O)OCCOC1=C(C(=O)C2=CC=C(C=C2)OC)C=CC=C1 acryloxyethoxy-4'-methoxybenzophenone